NC=1C(=C(C=NC1)C=1C=C2C=C(N=CC2=C(N1)C)NC1=NN2CC(N(CCC2=C1)C(C)C)=O)C 2-((6-(5-Amino-4-methylpyridin-3-yl)-8-methyl-2,7-naphthyridin-3-yl)amino)-6-isopropyl-5,6-dihydro-4H-pyrazolo[1,5-d][1,4]diazepin-7(8H)-on